[Cl-].[Mn+2].C(O)CN.[Cl-] ethanolamine manganese (II) chloride